ClC1=CC=C(C=N1)CN1C=CC=C2C1=NC(N(C2=O)CCCC#N)=O 4-(8-((6-chloropyridin-3-yl)methyl)-2,4-dioxo-4,8-dihydropyrido[2,3-d]pyrimidin-3(2H)-yl)butanenitrile